C(C1=CC=CC=C1)OC(CCC1=CC=C(C=C1)C1=CCC(CC1)(C)C)=O 3-[4-(4,4-dimethylcyclohex-1-en-1-yl)phenyl]Propionic acid benzyl ester